COC1=CC=C(C=C1)C1O[C@H]([C@@](O1)(C)CCC=O)C=C 3-((4R,5S)-2-(4-methoxyphenyl)-4-methyl-5-vinyl-1,3-dioxolan-4-yl)propanal